ClC1=CC=C(CN2N=C(C=CC2=O)C=2C=NC(=CC2)Cl)C=C1 2-(4-chlorobenzyl)-6-(6-chloropyridin-3-yl)pyridazin-3(2H)-one